1-[3-chloro-5-(oxetan-3-yl)pyridin-2-yl]methanamine ClC=1C(=NC=C(C1)C1COC1)CN